(S)-1-(5-(pyridin-4-ylthio)pyrazin-2-yl)-4'H,6'H-spiro[piperidine-4,5'-pyrrolo[1,2-b]pyrazol]-4'-amine N1=CC=C(C=C1)SC=1N=CC(=NC1)N1CCC2([C@@H](C=3N(N=CC3)C2)N)CC1